FC(S(=O)(=O)OC1=CC2=C(N(CC(CS2(=O)=O)(CC)CCCC)C2=CC=CC=C2)C=C1OC)(F)F 3-butyl-3-ethyl-7-methoxy-1,1-dioxido-5-phenyl-2,3,4,5-tetrahydro-1,5-benzothiazepin-8-yl trifluoromethanesulfonate